O=C1C(CN(CC1)C(=O)OCC)C(=O)OC 1-ethyl 3-methyl 4-oxopiperidine-1,3-dicarboxylate